C(CCCCC)OC(CCCCCCC\C=C/CCCC)=O (Z)-9-tetradecenoic acid n-hexyl ester